1-(1-(tetrahydro-2H-pyran-2-yl)-1H-indazol-4-yl)dihydropyrimidine-2,4(1H,3H)-dione O1C(CCCC1)N1N=CC2=C(C=CC=C12)N1C(NC(CC1)=O)=O